ClC1=CC(=C(C=C1OC)CCNCC1=CC(=CC(=C1)C)Cl)OC 2-(4-chloro-2,5-dimethoxyphenyl)-N-(3-chloro-5-methylbenzyl)ethan-1-amine